3-((7-(2,4-difluorophenylsulfonyl)-3,4-dihydroquinolin-1(2H)-yl)sulfonyl)benzoic acid FC1=C(C=CC(=C1)F)S(=O)(=O)C1=CC=C2CCCN(C2=C1)S(=O)(=O)C=1C=C(C(=O)O)C=CC1